C(C)NCC1=CC(=NC=C1)C=1C=C2CN(C(C2=CC1)=O)C1C(NC(CC1)=O)=O 3-(5-(4-((ethylamino)methyl)pyridin-2-yl)-1-oxoisoindolin-2-yl)piperidine-2,6-dione